trans-3-[(4-chloro-2-fluorobenzyl)oxy]-N-{2-fluoro-3-[6-oxo-4-(trifluoromethyl)-1,6-dihydropyrimidine-2-yl]-4-(trifluoromethyl)benzyl}cyclobutane-1-carboxamide ClC1=CC(=C(CO[C@@H]2C[C@H](C2)C(=O)NCC2=C(C(=C(C=C2)C(F)(F)F)C=2NC(C=C(N2)C(F)(F)F)=O)F)C=C1)F